trifluoro-ethanesulfonic acid FC(CS(=O)(=O)O)(F)F